4-methylpentanol CC(CCCO)C